9-(4-(5-(hydroxymethyl)thiazol-4-yl)benzyl)-2-(2-isopropylphenyl)-7,9-dihydro-8H-purin-8-one OCC1=C(N=CS1)C1=CC=C(CN2C3=NC(=NC=C3NC2=O)C2=C(C=CC=C2)C(C)C)C=C1